2-C-(4-aminopyrrolo[2,1-f][1,2,4]triazin-7-yl)-2,5-anhydro-D-allononitrile NC1=NC=NN2C1=CC=C2[C@]2(C#N)[C@H](O)[C@H](O)[C@H](O2)CO